COCCNC(=O)C1=CC2=C(N(C(=N2)NC=2OC3=C(N2)C=CC(=C3)OC(F)(F)F)C)C=C1 N-(2-methoxyethyl)-1-methyl-2-((6-(trifluoro-methoxy)benzo[d]-oxazol-2-yl)amino)-1H-benzo[d]imidazole-5-carboxamide